2,4,6-Triisocyanato-toluol N(=C=O)C1=C(C(=CC(=C1)N=C=O)N=C=O)C